3-(5-(4-(4-aminobutyl)piperazin-1-yl)-1-oxoisoindolin-2-yl)piperidine-2,6-dione dihydrochloride Cl.Cl.NCCCCN1CCN(CC1)C=1C=C2CN(C(C2=CC1)=O)C1C(NC(CC1)=O)=O